O[C@H]1CN(CC1)C1=C(C=C2C(=N1)N=C(O2)N2CCOCC2)NC(=O)C=2N=C(OC2)C2=CC(=NC=C2)C N-[5-[(3R)-3-hydroxypyrrolidin-1-yl]-2-morpholin-4-yl-[1,3]oxazolo[4,5-b]pyridin-6-yl]-2-(2-methylpyridin-4-yl)-1,3-oxazole-4-carboxamide